CN(C=1C=C(CN(C2=CC(=CC=C2)OCCOCCOC2=CC(=CC=C2)OC)CC2=CC(=CC=C2)OC)C=CC1)C N-(3-(dimethylamino)benzyl)-N-(3-methoxybenzyl)-3-(2-(2-(3-methoxyphenoxy)ethoxy)ethoxy)aniline